4-(3-amino-4-chloro-1H-indazol-5-yl)-N-((1s,3s)-3-hydroxycyclobutyl)-3-methylbenzenesulfonamide NC1=NNC2=CC=C(C(=C12)Cl)C1=C(C=C(C=C1)S(=O)(=O)NC1CC(C1)O)C